C(#C)C1=CC(=NC=C1)C1=NC=CC(=C1)C#C 4,4'-diethynyl-2,2'-bipyridine